OC1CCCC1O 2,3-dihydroxycyclopentane